N-(benzo[d]isoxazol-7-ylmethyl)-3-(1H-imidazol-2-yl)pyridin-2-amine O1N=CC2=C1C(=CC=C2)CNC2=NC=CC=C2C=2NC=CN2